C(CCCCC(C)C)N(CCCCCC(C)C)CC(=O)OCCCCCCCC 1-octyl alcohol N,N-di-isooctylaminoacetate